C(C)(C)(C)OC(=O)N1C(CNCC1)CC=1C=C2C(=NC(=NN2C1)C=1C=NC(=CC1C(F)(F)F)N)N1CCOCC1 ((2-(6-amino-4-(trifluoromethyl)pyridin-3-yl)-4-morpholinopyrrolo[2,1-f][1,2,4]triazin-6-yl)methyl)piperazine-1-carboxylic acid tert-butyl ester